ClC=1C=CC(=C(C1)C1=NN(C=C1NC(=O)C=1C=NN2C1N=CC=C2)CC(NC2CCSCC2)=O)OC N-(3-(5-chloro-2-methoxyphenyl)-1-(2-oxo-2-(tetrahydro-2H-thiopyran-4-ylamino)ethyl)-1H-pyrazol-4-yl)pyrazolo[1,5-a]pyrimidine-3-carboxamide